(R)-tert-butyl 4-(1-(3-methyl-4-(o-tolylcarbamoyl)phenylsulfonamido)ethyl)piperidine-1-carboxylate CC=1C=C(C=CC1C(NC1=C(C=CC=C1)C)=O)S(=O)(=O)N[C@H](C)C1CCN(CC1)C(=O)OC(C)(C)C